O(S(=O)(=O)C(F)(F)F)C1=CC=2CC[C@H](CC2C=C1)C1=C(C=C(C=C1)OC)N(CC1=CC=C(C=C1)CCNCC)CC (R)-6-(2-(ethyl (4-(2-(ethylamino) ethyl) benzyl) amino)-4-methoxyphenyl)-5,6,7,8-tetrahydronaphthalen-2-yl triflate